CS(=O)(=O)/C=C/[C@H](C)NC(=O)N1[C@@H](C[C@@H](CC1)CC(F)(F)F)C1=CC=CC=C1 (2S,4R)-N-((S,E)-4-(methylsulfonyl)but-3-en-2-yl)-2-phenyl-4-(2,2,2-trifluoroethyl)piperidine-1-carboxamide